(Z)-2-((1-acetyl-3-oxoindolin-2-ylidene)methyl)quinoline C(C)(=O)N1\C(\C(C2=CC=CC=C12)=O)=C/C1=NC2=CC=CC=C2C=C1